3-((S)-4-methyl-3-cyclohexen-1-yl)butanal CC1=CC[C@H](CC1)C(CC=O)C